butyl undecenoate CCCCCCCC/C=C/C(=O)OCCCC